6-Chloro-3-(3-((6-fluoronaphthalen-1-yl)oxy)propyl)-1-(2-(4-(piperazin-1-ylmethyl)piperidin-1-yl)ethyl)-7-(1,3,5-trimethyl-1H-pyrazol-4-yl)-1H-indole-2-carboxylic acid ClC1=CC=C2C(=C(N(C2=C1C=1C(=NN(C1C)C)C)CCN1CCC(CC1)CN1CCNCC1)C(=O)O)CCCOC1=CC=CC2=CC(=CC=C12)F